6-(2-chlorophenyl)-2-{[4,4-dimethyl-2-(thiophen-3-ylmethyl)-1,2,3,4-tetrahydroisoquinolin-7-yl]amino}imidazo[1,2-a]pyrimido[5,4-e]pyrimidin-5(6H)-one ClC1=C(C=CC=C1)N1C=2N(C3=C(C1=O)C=NC(=N3)NC3=CC=C1C(CN(CC1=C3)CC3=CSC=C3)(C)C)C=CN2